tert-butyl 7-(6-(methoxycarbonyl)pyridin-3-yl)-2,7-diazaspiro[3.5]nonane-2-carboxylate COC(=O)C1=CC=C(C=N1)N1CCC2(CN(C2)C(=O)OC(C)(C)C)CC1